1-(2-(2,4-dioxotetrahydropyrimidin-1(2H)-yl)-1-oxoisoindolin-5-yl)piperidine-4-carbaldehyde O=C1N(CCC(N1)=O)N1C(C2=CC=C(C=C2C1)N1CCC(CC1)C=O)=O